(S)-4-(cyclopropyl(4-(5,6,7,8-tetrahydro-1,8-naphthyridin-2-yl)butyl)amino)-2-((2-(pyridin-3-yl)quinazolin-4-yl)amino)butanoic acid C1(CC1)N(CC[C@@H](C(=O)O)NC1=NC(=NC2=CC=CC=C12)C=1C=NC=CC1)CCCCC1=NC=2NCCCC2C=C1